3-[4-(2,3-dihydro-1H-pyrrolo[2,3-c]pyridin-1-yl)-3-ethylphenyl]-1-[5-(trifluoromethyl)-3-pyridinyl]-2,4-imidazolidinedione trifluoroacetate FC(C(=O)O)(F)F.N1(CCC=2C1=CN=CC2)C2=C(C=C(C=C2)N2C(N(CC2=O)C=2C=NC=C(C2)C(F)(F)F)=O)CC